2,2'-(1-(1-methyl-1H-imidazol-5-yl)propane-1,2-diyl)bis(N-ethylhydrazine-1-thiocarboxamide) CN1C=NC=C1C(C(C)NNC(NCC)=S)NNC(NCC)=S